Tert-butyl (R)-3-((S)-1-(tert-butoxy)-3-(5-formylbenzofuran-2-yl)-1-oxopropan-2-yl)pyrrolidine-1-carboxylate C(C)(C)(C)OC([C@@H](CC=1OC2=C(C1)C=C(C=C2)C=O)[C@@H]2CN(CC2)C(=O)OC(C)(C)C)=O